(2-(2,6-dioxopiperidin-3-yl)-7-fluoro-3-oxoisoindolin-5-yl)methyl (6-(o-tolyl)pyridin-3-yl)carbamate C1(=C(C=CC=C1)C1=CC=C(C=N1)NC(OCC=1C=C2C(N(CC2=C(C1)F)C1C(NC(CC1)=O)=O)=O)=O)C